1-((1r,4S)-4-methylcyclohexyl)-2-oxoethyl-1-methyl-1H-pyrazole-5-carboxamide CC1CCC(CC1)C(C=O)C1=NN(C(=C1)C(=O)N)C